4-(3-(4-acryloyl-1,1-dioxidothiomorpholin-3-yl)-5-chlorophenyl)pyridin-2(1H)-one C(C=C)(=O)N1C(CS(CC1)(=O)=O)C=1C=C(C=C(C1)Cl)C1=CC(NC=C1)=O